N-(3-phenylbicyclo[1.1.1]pentan-1-yl)benzamide C1(=CC=CC=C1)C12CC(C1)(C2)NC(C2=CC=CC=C2)=O